bis-(2,6-dichlorobenzoyl)-4-ethoxy-phenylphosphine oxide ClC1=C(C(=O)P(C2=CC=C(C=C2)OCC)(C(C2=C(C=CC=C2Cl)Cl)=O)=O)C(=CC=C1)Cl